OCCC[NH+](C)C 3-hydroxypropyldimethylammonium